(((2-methyl-3-oxoisoindolin-5-yl) methyl) carbamoyl) pyrrolidine-1-carboxylate N1(CCCC1)C(=O)OC(NCC=1C=C2C(N(CC2=CC1)C)=O)=O